7-(4-Methylpiperazin-1-yl)-4-(piperidin-4-yl)pyrido[2,3-b]pyrazin-3(4H)-one 3HCl salt Cl.Cl.Cl.CN1CCN(CC1)C1=CC2=C(N(C(C=N2)=O)C2CCNCC2)N=C1